CN1C=NC=2CNCC(C21)N 1-methyl-4,5,6,7-tetrahydro-1H-imidazolo[4,5-c]pyridine-7-Amine